FC=1C=C(C2=C(C(=NO2)C(C(=O)O)(C)C)C1)C 2-(5-fluoro-7-methylbenzo[d]isoxazol-3-yl)-2-methylpropanoic acid